2-(2-(3-amino-4-methylpyrrolidin-1-yl)-6-fluoro-1H-benzo[d]imidazol-1-yl)-N-methyl-N-(2,2,2-trifluoroethyl)acetamide NC1CN(CC1C)C1=NC2=C(N1CC(=O)N(CC(F)(F)F)C)C=C(C=C2)F